(1R)-N-(2-cyclopropyl-4-(6-(1-hydroxypropyl)-4-methylpyridin-3-yl)imidazo[1,2-a][1,6]naphthyridin-8-yl)-2,2-difluorocyclopropane-1-carboxamide C1(CC1)C=1N=C2N(C3=CC(=NC=C3C=C2C=2C=NC(=CC2C)C(CC)O)NC(=O)[C@@H]2C(C2)(F)F)C1